CO[C@]1(C=2C3=C(C(NC2CCC1)=O)SC(=C3)C=3C=NNC3)C (9R)-9-methoxy-9-methyl-2-(1H-pyrazol-4-yl)-5,6,7,8-tetrahydrothieno[2,3-c]Quinolin-4-one